C(C)C(C)(C(CC(C(C)(CC)CC)=O)=O)CC 2,2,6,6-tetraethyl-3,5-heptanedione